C(C)OC(CC1=CC(=CC=C1)CC(=O)NC1=C(C=C(C=C1)Br)C=O)=O 2-(3-(2-((4-bromo-2-formylphenyl)amino)-2-oxoethyl)phenyl)acetic acid ethyl ester